FC1=CC=C(C=C1)C=1N=CN(C1C=1C=CC=2N(C1)C(=CN2)C#N)C(C)C(C)C 6-(4-(4-fluorophenyl)-1-(3-methylbutan-2-yl)-1H-imidazol-5-yl)imidazo[1,2-a]pyridine-3-carbonitrile